trans-4-((4-Methoxy-5-(1H-pyrrolo[3,2-c]pyridin-2-yl)pyrrolo[2,1-f][1,2,4]triazin-2-yl)amino)-1-methylcyclohexan-1-ol COC1=NC(=NN2C1=C(C=C2)C2=CC=1C=NC=CC1N2)NC2CCC(CC2)(O)C